C(C=1C(C(=O)OCCCC(C)C)=CC=CC1)(=O)OCCCC(C)C Diisohexyl phthalat